F[P-](F)(F)(F)(F)F.C(CCCCC)[N+]1=CC=CC=C1 hexyl-pyridinium hexafluorophosphate